CC(CN1C(O[C@]2(C1)C[C@H](CCC2)CN2C=NC1=C2C=C(C=C1)C#N)=O)(C)C1=NC(=NO1)C(C)C 1-[((5S,7S)-3-{2-methyl-2-[3-(1-methylethyl)-1,2,4-oxadiazol-5-yl]propyl}-2-oxo-1-oxa-3-azaspiro[4.5]dec-7-yl)methyl]-1H-benzimidazole-6-carbonitrile